Octyl-phenol C(CCCCCCC)C1=C(C=CC=C1)O